3-bromo-1-(3-chloropyridin-2-yl)-N-(2-methyl-4-chloro-6-(methylcarbamoyl)phenyl)-N-methyl-1H-pyrazole-5-carboxamide BrC1=NN(C(=C1)C(=O)N(C)C1=C(C=C(C=C1C(NC)=O)Cl)C)C1=NC=CC=C1Cl